ClC1=CC(=C(C=C1)C1=C(N(N=N1)C)CN1N=CC(=CC1=O)C=1C=NN(C1)C)F 2-[[5-(4-chloro-2-fluoro-phenyl)-3-methyl-triazol-4-yl]methyl]-5-(1-methylpyrazol-4-yl)pyridazin-3-one